1-(2-((1R,3S,5R)-3-((6-bromo-3-methylpyridin-2-yl)carbamoyl)-5-methyl-2-azabicyclo[3.1.0]hexan-2-yl)-2-oxoethyl)-N-butyl-5-(2-methylpyrimidin-5-yl)-1H-indazole-3-carboxamide BrC1=CC=C(C(=N1)NC(=O)[C@H]1N([C@@H]2C[C@@]2(C1)C)C(CN1N=C(C2=CC(=CC=C12)C=1C=NC(=NC1)C)C(=O)NCCCC)=O)C